(6-(6-(tert-butoxycarbonyl)-3,6-diazabicyclo[3.1.1]hept-3-yl)pyridin-3-yl)boronic acid C(C)(C)(C)OC(=O)N1C2CN(CC1C2)C2=CC=C(C=N2)B(O)O